trifluoromethanesulfonic acid (4-hydroxyphenyl)dimethylsulfonium salt OC1=CC=C(C=C1)[S+](C)C.FC(S(=O)(=O)[O-])(F)F